Cl.N[C@@H](CO)C([2H])([2H])[2H] (2R)-2-amino-3,3,3-trideuterio-propan-1-ol hydrochloride